COC(=O)C1CC2=CC=CC(=C2C1)Br 4-Bromo-2,3-dihydro-1H-indene-2-carboxylic acid methyl ester